OC1=C(C=CC(=C1)O)C(C=CC1=CC=C(C=C1)O)=O 1-(2,4-dihydroxyphenyl)-3-(4-hydroxyphenyl)prop-2-en-1-one